CN1C(=CC(=C1)NC(=O)C=1N(C=C(C1)NC(C1=CC=C(C=C1)\C=C\C1=CC=NC=C1)=O)C)C(=O)NCCN1CCOCC1 (E)-1-methyl-4-(1-methyl-4-(4-(2-(pyridin-4-yl)vinyl)benzamido)-1H-pyrrole-2-carboxamido)-N-(2-morpholinoethyl)-1H-pyrrole-2-carboxamide